Ethyl 2-(1-(3,4-difluorophenyl)-1H-pyrazol-3-yl)propanoate FC=1C=C(C=CC1F)N1N=C(C=C1)C(C(=O)OCC)C